FC=1C=C2C(C(=CN(C2=NC1N1CC(C1)C(NC1=NC=C(C=C1)OC)=O)C=1SC(=CN1)F)C(=O)O)=O 6-fluoro-1-(5-fluoro-1,3-thiazol-2-yl)7-{3-[(5-methoxypyridin-2-yl)carbamoyl]azetidin-1-yl}-4-oxo-1,4-dihydro-1,8-naphthyridine-3-carboxylic acid